NCC=1NC2=C(C=C(C=C2C1)N1C=NC=C1)C(=O)NC1CCC(CC1)OCCOC 2-(aminomethyl)-5-(1H-imidazol-1-yl)-N-((1r,4r)-4-(2-methoxyethoxy)cyclohexyl)-1H-indole-7-carboxamide